NC1=NN2C(C=C(C=C2)C=2C=C(C(=NC2C)OC)C(=O)NCC2=C(C=CC=C2)OCC2CCCC2)=N1 5-{2-amino-[1,2,4]triazolo-[1,5-a]pyridin-7-yl}-N-{[2-(cyclopentylmethoxy)-phenyl]methyl}-2-methoxy-6-methylpyridine-3-carboxamide